CC1N(CCCC1)C(C(C)OC1=CC=C2C(=CC(OC2=C1)=O)C1=C(C=CC=C1)Cl)=O methyl-1-[2-[4-(2-chlorophenyl)-2-oxo-chromen-7-yl]oxypropanoyl]piperidine